O1C(NC2=C1C=CC=C2)=O 2,3-dihydro-1,3-benzoxazol-2-on